docosa-6,16-dien CCCCCC=CCCCCCCCCC=CCCCCC